(((5-Chloro-2-((3,4-dimethylisoxazol-5-yl)amino)pyrimidin-4-yl)amino)phenyl)dimethylphosphine oxide ClC=1C(=NC(=NC1)NC1=C(C(=NO1)C)C)NC1=C(C=CC=C1)P(C)(C)=O